COC1=C(C=C2C(=NC=NC2=C1)NC1=NC=CC(=C1)N1CCOCC1)C(C(=O)N)CCCCCC(=O)N (7-methoxy-4-((4-morpholinopyridin-2-yl)amino)quinazolin-6-yl)octanediamide